3-((S)-2-hydroxy-3-((R)-8-(3-methyl-1H-pyrazolo[3,4-b]pyridin-5-ylsulfonyl)-1-oxa-8-azaspiro[4.5]decan-3-ylamino)propoxy)benzenesulfonamide O[C@H](COC=1C=C(C=CC1)S(=O)(=O)N)CN[C@H]1COC2(C1)CCN(CC2)S(=O)(=O)C=2C=C1C(=NC2)NN=C1C